FC=1C=C(C=C(C1)F)C(C(=O)O)C (3,5-difluorophenyl)propionic acid